CC(CN)NCC1=NNC=C1C1CCC(CC1)N1CCOCC1 1-methyl-N1-((4-(4-morpholinocyclohexyl)-1H-pyrazol-3-yl)methyl)ethane-1,2-diamine